(mesitylene) ruthenium (II) [Ru+2].C1(=CC(=CC(=C1)C)C)C